FC1(CC(C1)NC(=O)C1(CC(C1)NC1=NN2C(C(=N1)OC)=C(C=C2)C=2C=C1C=CC=NC1=CC2)C)F trans-N-(3,3-Difluorocyclobutyl)-3-((4-methoxy-5-(quinolin-6-yl)pyrrolo[2,1-f][1,2,4]triazin-2-yl)amino)-1-methylcyclobutane-1-carboxamide